(R)-3-((3-(4-amino-8-methoxyquinazolin-6-yl)phenyl)ethynyl)-3-hydroxy-1-methylpyrrolidin-2-one NC1=NC=NC2=C(C=C(C=C12)C=1C=C(C=CC1)C#C[C@]1(C(N(CC1)C)=O)O)OC